C(C)(CC)N1N=C(C=C1C1=CC=C(C=C1)C1=CC(=CC=C1)S(=O)(=O)C)C(F)(F)F 1-(sec-butyl)-5-(3'-(methylsulfonyl)-[1,1'-biphenyl]-4-yl)-3-(trifluoromethyl)-1H-pyrazole